1-(3,4-dichlorobenzyl)-3-quinolin-3-ylurea ClC=1C=C(CNC(=O)NC=2C=NC3=CC=CC=C3C2)C=CC1Cl